ClC=1C=C(C=CC1C(F)(F)F)NC(=O)N1[C@H]2CC[C@@]1(CC=1C=NC=CC12)C (5S,8R)-N-(3-chloro-4-(trifluoromethyl)phenyl)-8-methyl-6,7,8,9-tetrahydro-5H-5,8-epimino-cyclohepta[c]pyridine-10-carboxamide